COC1=CC=C(CN(S(=O)(=O)[C@H](CCC=C)C2=CC=CC=C2)CC2=CC=C(C=C2)OC)C=C1 (R)-N,N-BIS(4-METHOXYBENZYL)-1-PHENYLPENT-4-ENE-1-SULFONAMIDE